methyl 5-bromo-2-methyl-thiazole-4-carboxylate BrC1=C(N=C(S1)C)C(=O)OC